BrC1=CC=C2C=CC(N(C2=C1)C=1C(=NC=CC1)C)=O (7-bromo-2-oxoquinolin-1(2H)-yl)picoline